C(C)C1=NC=C(C(=N1)C1CCN(CC1)CCC(=O)N1CCOCC1)C1=CC(=NO1)C 3-(4-(2-Ethyl-5-(3-methylisoxazol-5-yl)pyrimidin-4-yl)piperidin-1-yl)-1-morpholinopropan-1-one